C(C)(C)(C)S(=O)(=O)OC1CCS(C1)(=O)=O 4-tert-butylsulfonyloxytetrahydrothiophene-1,1-dioxide